2-cyclopentyl-cyclopentan C1(CCCC1)C1CCCC1